3-(Benzothiazol-2-yl)-4-hydroxyanisole S1C(=NC2=C1C=CC=C2)C=2C=C(C=CC2O)OC